OCC1=CC=C(OC2CN(C2)C=2C=CC=C(C2C2=CC(=CC=C2)NS(=O)(=O)C)C(=O)O)C=C1 6-(3-(4-(hydroxymethyl)phenoxy)azetidin-1-yl)-3'-(methylsulfonamido)-[1,1'-biphenyl]-2-formic acid